7-(azetidin-3-yl)-2-[4-(3,4-difluorophenoxy)phenyl]-4,5,6,7-tetrahydro-2H-pyrazolo[3,4-b]pyrazine-3-carboxamide N1CC(C1)N1C=2C(NCC1)=C(N(N2)C2=CC=C(C=C2)OC2=CC(=C(C=C2)F)F)C(=O)N